perfluoro sulfonyl-vinyl ether S(=O)(=O)=C=COF